N-[4-(2,2-difluoroethoxy)-6-{[2-(2,2,2-trifluoroacetamido)pyridin-4-yl]ethynyl}pyrimidin-5-yl]-2,2,2-trifluoroacetamide FC(COC1=NC=NC(=C1NC(C(F)(F)F)=O)C#CC1=CC(=NC=C1)NC(C(F)(F)F)=O)F